C(C1=CC=CC=C1)OC1=CC=C(C=C1)C=1C=C(C(NC1C(F)(F)F)=O)C(=O)N 5-(4-(benzyloxy)phenyl)-2-oxo-6-(trifluoromethyl)-1,2-dihydropyridine-3-carboxamide